C(C=C)(=O)OCCOCCCC ethylene glycol butyl ether acrylate